C(CCC)C1=NC=2C(=C3C(=NC2N)C=CS3)N1CC=1SC=C(N1)CN1CCNCC1 2-butyl-1-((4-(piperazin-1-ylmethyl)thiazol-2-yl)methyl)-1H-imidazo[4,5-d]thieno[3,2-b]pyridin-4-amine